4-[[(2S,3S,4R,5R)-3-[2-[(3,3-Difluorocyclobutyl)methoxy]-3,4-difluoro-phenyl]-4,5-dimethyl-5-(trifluoromethyl)tetrahydrofuran-2-carbonyl]amino]pyridin-2-carboxamid FC1(CC(C1)COC1=C(C=CC(=C1F)F)[C@H]1[C@H](O[C@]([C@@H]1C)(C(F)(F)F)C)C(=O)NC1=CC(=NC=C1)C(=O)N)F